N,3-dimethyl-1H-pyrazol-5-amine CNC1=CC(=NN1)C